COC=1C(=C2C=CN(C2=C(C1)C)C(=O)OCCCC)CN1CCNC(CC1C1=CC=C(C=C1)C(=O)OC)C(F)(F)F Butyl 5-methoxy-4-((7-(4-(methoxycarbonyl)phenyl)-5-(trifluoromethyl)-1,4-diazepan-1-yl)methyl)-7-methyl-1H-indole-1-carboxylate